1,2-Cyclohexandion C1(C(CCCC1)=O)=O